ClC=1C=CC(=NC1)CN1C(=NC=2N(C(N(C(C12)=O)CCCO)=O)C)OC1=C(C(=CC=C1)Cl)Cl 7-((5-chloropyridin-2-yl)methyl)-8-(2,3-dichlorophenoxy)-1-(3-hydroxypropyl)-3-methyl-1H-purine-2,6(3H,7H)-dione